BrC1=NC(=NN1COCC[Si](C)(C)C)NC=1C=C2C=NN(C2=CC1)C1OCCCC1 N-[5-bromo-1-(2-trimethylsilylethoxymethyl)-1,2,4-triazol-3-yl]-1-tetrahydropyran-2-yl-indazol-5-amine